6-methoxy-5-(naphthalen-1-ylmethoxy)-1H-indole COC1=C(C=C2C=CNC2=C1)OCC1=CC=CC2=CC=CC=C12